4-phenyl-6H-1,3-oxazine C1(=CC=CC=C1)C=1N=COCC1